C1(=CC=CC=C1)S(=O)(=O)OC1=C(C=CC=C1)NC(=O)NC1=C(C=CC=C1)OS(=O)(=O)C1=CC=C(C=C1)CC N-[2-(benzenesulfonyloxy)phenyl]-N'-[2-(p-ethylbenzenesulfonyloxy)phenyl]urea